(2-(benzo[c][1,2,5]oxadiazol-5-ylmethoxy)-4-((2-bromo-2'-methyl-3'-(5-(morpholinomethyl)-1,3,4-oxadiazol-2-yl)-[1,1'-biphenyl]-3-yl)methoxy)-5-chlorophenyl)-D-serine N=1ON=C2C1C=CC(=C2)COC2=C(C=C(C(=C2)OCC=2C(=C(C=CC2)C2=C(C(=CC=C2)C=2OC(=NN2)CN2CCOCC2)C)Br)Cl)N[C@H](CO)C(=O)O